Methyl-(4-nitrophenyl)carbamic acid tert-butyl ester C(C)(C)(C)OC(N(C1=CC=C(C=C1)[N+](=O)[O-])C)=O